C(C)(C)(C)C1N(CC=C1C)C(=O)OCC1C2CCC(C1CO)C2 2,3-norbornanedimethanol Tert-butyl-3-methyl-2,5-dihydro-1H-pyrrole-1-carboxylate